N-(6-fluoro-5-methylpyridin-3-yl)-5-(2-((5-fluoropyridin-2-yl)amino)-2-oxoacetyl)-1,2,4-trimethyl-1H-pyrrole-3-carboxamide FC1=C(C=C(C=N1)NC(=O)C1=C(N(C(=C1C)C(C(=O)NC1=NC=C(C=C1)F)=O)C)C)C